2-(4-bromophenyl)-4-(4-(dibenzo[b,d]furan-4-yl)phenyl)-6-phenyl-1,3,5-triazine BrC1=CC=C(C=C1)C1=NC(=NC(=N1)C1=CC=C(C=C1)C1=CC=CC2=C1OC1=C2C=CC=C1)C1=CC=CC=C1